ethyl 3-nitro-α-cyanocinnamate [N+](=O)([O-])C=1C=C(C=C(C(=O)OCC)C#N)C=CC1